2-trimethylsilylethyl (2,5-dioxapyrrolidin-1-yl) carbonate C(OCC[Si](C)(C)C)(ON1OCCO1)=O